NC1=NC=2C=C(C(=CC2C2=C1C=NN2C)C(=O)N(CC2=NC=C(C=C2)C(F)(F)F)N2C(OCCC2)=O)F 4-amino-7-fluoro-1-methyl-N-(2-oxo-1,3-oxazinan-3-yl)-N-((5-(trifluoromethyl)pyridin-2-yl)methyl)-1H-pyrazolo[4,3-c]quinoline-8-carboxamide